methyl-1-(tert-butyl)-1H-pyrazole-5-carboxylate COC(=O)C1=CC=NN1C(C)(C)C